C1(CCCCC1)/C(=C(/C(=O)O)\[Si](C(C)C)(C(C)C)C(C)C)/C(=O)O.C(C)(C)(C)[Si](OCC1CC=2C(=NC=CC2C)C1)(C)C tert-butyl-dimethyl-[(4-methyl-6,7-dihydro-5H-cyclopenta[b]pyridin-6-yl)methoxy]silane Cyclohexyltriisopropylsilyl-maleate